ClC1=CC=C(C=C1)[C@H]1CN(CC12CCC2)C(=O)C2=CN=CC(N2)=O (R)-6-[8-(4-Chlorophenyl)-6-azaspiro[3.4]octane-6-carbonyl]-1H-pyrazin-2-one